C(#N)CC1(CN(C1)C1CCN(CC1)C(=O)NC1=NC=CC=C1C(F)(F)F)N1N=CC(=C1)C1=C2C(=NC=C1F)NC=C2 4-{3-(cyanomethyl)-3-[4-(5-fluoro-1H-pyrrolo[2,3-b]pyridin-4-yl)-1H-pyrazol-1-yl]azetidin-1-yl}-N-[3-(trifluoromethyl)pyridin-2-yl]piperidine-1-carboxamide